CC1(CN(C1)CC(=O)NC=1C=C(C(=NC1)C)NC(=O)C=1C=NN2C1SC(=C2)C=2C=NN(C2)C2CCS(CC2)(=O)=O)C N-(5-(2-(3,3-dimethylazetidin-1-yl)acetamido)-2-methylpyridin-3-yl)-2-(1-(1,1-dioxidotetrahydro-2H-thiopyran-4-yl)-1H-pyrazol-4-yl)pyrazolo[5,1-b]thiazole-7-carboxamide